acetylindol-3-yl acetate C(C)(=O)OC1=C(NC2=CC=CC=C12)C(C)=O